C(C)N(C1=CC=C(C=N1)C1=C2C=C(C(=CC2=CC2=C1C(OC2)=O)OC)OC)C 9-(6-(ethyl(methyl)amino)pyridin-3-yl)-6,7-dimethoxynaphtho[2,3-c]furan-1(3H)-one